ClC1=C(C=CC(=C1)Cl)C=1CCCC2=C(C1C1=CC=C(C=C1)CC1CN(C1)CCCF)C=C(C(=C2)C(=O)O)C 8-(2,4-dichlorophenyl)-9-(4-((1-(3-fluoropropyl)azetidin-3-yl)methyl)phenyl)-2-methyl-6,7-dihydro-5H-benzo[7]annulene-3-carboxylic acid